ClC=1C=C(C=CC1Cl)C1=C(C(NC(=C1C)C)=O)C(=O)OCC ethyl 4-(3,4-dichlorophenyl)-5,6-dimethyl-2-oxo-1,2-dihydropyridine-3-carboxylate